C1N(CC12CNCC2)CC#CC2=CC1=C(N(C(N1C)=O)N1C(CCCC1=O)=O)C=C2 (5-(3-(2,6-diazaspiro[3.4]oct-2-yl)prop-1-yn-1-yl)-3-methyl-2-oxo-2,3-dihydro-1H-benzo[d]imidazol-1-yl)piperidine-2,6-dione